benzyl 4-amino-4-(hydroxymethyl)piperidine-1-carboxylate NC1(CCN(CC1)C(=O)OCC1=CC=CC=C1)CO